C(C)(C)(C)OC(=O)N1C(C(CC1)(F)F)C(=O)O tert-Butoxycarbonyl-3,3-difluoro-pyrrolidine-2-carboxylic acid